C(C=C(C)C)C1=C(C=2C(C(=COC2C(=C1O)CC=C(C)C)C1=CC=C(O)C=C1)=O)O 6,8-DIPRENYLGENISTEIN